FC1(CN[C@H]2[C@@H]1N(OC2)C[C@H](C(C(=O)OCC2=CC=CC=C2)(C)C)F)F |o1:4,5,10| (S*)-benzyl 4-((3aS*,6aS*)-6,6-difluorohexahydro-1H-pyrrolo[3,2-c]isoxazol-1-yl)-3-fluoro-2,2-dimethylbutanoate